O=C1NC(CCC1N1C(C2=CC=C(C=C2C1=O)N1CCN(CC1)CC#C)=O)=O 3-(4-(2-(2,6-dioxopiperidin-3-yl)-1,3-dioxoisoindoline-5-yl)piperazin-1-yl)prop-1-yn